2-(2-ethoxyethoxy)isoindoline-1,3-dione C(C)OCCON1C(C2=CC=CC=C2C1=O)=O